C(C)[C@@H]1[C@@H]2C[C@@H](N(C1)CC2)C(O)C2=CC=NC1=CC=C(C=C21)OC [(2R,4S,5R)-5-ethyl-1-azabicyclo[2.2.2]octan-2-yl]-(6-methoxyquinolin-4-yl)methanol